2-amino-1'-[6-[[1-(morpholinomethyl)cyclopropyl]methoxy]-9H-purin-2-yl]spiro[5,6-dihydrocyclopenta[b]thiophene-4,3'-azetidine]-3-carbonitrile NC1=C(C2=C(S1)CCC21CN(C1)C1=NC(=C2N=CNC2=N1)OCC1(CC1)CN1CCOCC1)C#N